5-chloro-2-(difluoromethyl)-N-((1r,4r)-4-((2-oxo-3-(2-(2-oxopyrrolidin-1-yl)pyridin-4-yl)-2,3-dihydro-1H-benzo[d]imidazol-1-yl)methyl)cyclohexyl)nicotinamide ClC=1C=NC(=C(C(=O)NC2CCC(CC2)CN2C(N(C3=C2C=CC=C3)C3=CC(=NC=C3)N3C(CCC3)=O)=O)C1)C(F)F